(4-(4-amino-7-isopropylimidazo[5,1-f][1,2,4]triazin-5-yl)-3-fluorobenzyl)-5-fluoro-2-methoxybenzamide NC1=NC=NN2C1=C(N=C2C(C)C)C2=C(C=C(CC=1C(=C(C(=O)N)C=C(C1)F)OC)C=C2)F